1,3-diethylphenylxanthine C(C)C1(CC(=CC=C1)CC)C1=NC=2NC(NC(C2N1)=O)=O